12-OXO-9(Z)-DODECENOIC ACID C(CCC/C=C\CC=O)CCCC(=O)O